FC=1C(=C(C=C(C1)F)CN)OC1CCOCC1 (3,5-difluoro-2-((tetrahydro-2H-pyran-4-yl)oxy)phenyl)methanamine